2'-chloro-N-(5-(5-(difluoromethyl)-6-methoxypyrazine-2-carbonyl)-5,6-dihydro-4H-pyrrolo[3,4-d]thiazol-2-yl)-5'-methoxy-6-methyl-[4,4'-bipyridine]-3-carboxamide ClC1=NC=C(C(=C1)C1=C(C=NC(=C1)C)C(=O)NC=1SC2=C(N1)CN(C2)C(=O)C2=NC(=C(N=C2)C(F)F)OC)OC